CN1[C@@H](C[C@H](C1=O)O[C@H]2[C@@H]([C@H]([C@@H]([C@H](O2)C(=O)[O-])O)O)O)C3=CN=CC=C3 The molecule is a carbohydrate acid derivative anion that is the conjugate base of trans-3-hydroxycotinine beta-D-glucuronide, obtained by deprotonation of the carboxy group; major species at pH 7.3. It is a conjugate base of a trans-3-hydroxycotinine beta-D-glucuronide.